7-bromo-N4-(3-chloro-2-methylphenyl)pyrido[3,2-d]pyrimidine-2,4-diamine BrC1=CC=2N=C(N=C(C2N=C1)NC1=C(C(=CC=C1)Cl)C)N